1-{[1-(cyanoacetyl)-4-methylpiperidin-4-yl]methoxy}-7-(propan-2-yloxy)isoquinoline-6-carboxamide C(#N)CC(=O)N1CCC(CC1)(C)COC1=NC=CC2=CC(=C(C=C12)OC(C)C)C(=O)N